3-(6-oxo-1'-((6-(trifluoromethyl)-1H-indol-4-yl)methyl)-6,8-dihydro-2H,7H-spiro[furo[2,3-e]isoindole-3,4'-piperidin]-7-yl)piperidine-2,6-dione O=C1N(CC2=C3C(=CC=C12)C1(CCN(CC1)CC1=C2C=CNC2=CC(=C1)C(F)(F)F)CO3)C3C(NC(CC3)=O)=O